FC1=C(C(=CC=C1)OC)C1=C(C=NC(=C1)C)C(=O)NC=1SC(=NN1)C(NC1CCOCC1)=O 4-(2-fluoro-6-methoxyphenyl)-6-methyl-N-{5-[(oxan-4-yl)carbamoyl]-1,3,4-thiadiazol-2-yl}pyridine-3-carboxamide